O=C([C@H](C[C@H]1C(NCC1)=O)NC(=O)[C@H]1N(C[C@H]2[C@@H]1CCC2)C(=O)C2OCC1(CC1)C2)COC(F)(F)F (1S,3ar,6as)-N-((S)-3-oxo-1-((S)-2-oxopyrrolidin-3-yl)-4-(trifluoromethoxy)butan-2-yl)-2-(5-oxaspiro[2.4]heptane-6-carbonyl)octahydrocyclopenta[c]pyrrole-1-carboxamide